[N+](=O)([O-])C=1C=C(C=C(C(=O)OCC)C(=O)C)C=CC1 ethyl 2-(3-nitrobenzylidene)-acetoacetate